BrC=1C=C(C=C(C1)Cl)NC(NC1=C(C(=O)NCCC)C=CC(=C1)Cl)=O 2-[3-(3-bromo-5-chlorophenyl)ureido]-4-chloroN-propylbenzamide